1-(4-(1-ethyl-4-(trifluoromethyl)-1H-imidazol-2-yl)phenyl)ethanol C(C)N1C(=NC(=C1)C(F)(F)F)C1=CC=C(C=C1)C(C)O